C1(CC1)CN1C2CC(CC1CC2)N2CCC(CC2)C=2C=C(C1=C(N(C(=N1)C1=CC(=C(C=C1)OC)OC)C)C2)C 6-(1-(8-(cyclopropylmethyl)-8-azabicyclo[3.2.1]oct-3-yl)piperidin-4-yl)-2-(3,4-dimethoxyphenyl)-1,4-dimethyl-1H-benzo[d]imidazole